ClC=1C=C2C(=CNC2=CC1Cl)CC(=O)N1CCN(CC1)C1=NC=C(C=C1)O 2-(5,6-Dichloro-1H-indol-3-yl)-1-[4-(5-hydroxy-pyridin-2-yl)-piperazin-1-yl]-ethanone